2'-chloro-4'-(2-(pyrrolidin-1-yl)ethoxy)-4,5,5',6'-tetrahydro-2H-spiro[Furan-3,8'-pyrano[3,4-b]pyridine] ClC1=CC(=C2C(=N1)C1(OCC2)COCC1)OCCN1CCCC1